OC=1C(=NC(=CC1)Br)C(=O)OC methyl 3-hydroxy-6-bromopicolinate